Cl.CC1=CC=2C=3N(C(=NC2C(=C1)C(C)N)N1CCCCC1)N=CN3 1-(9-methyl-5-(piperidin-1-yl)-[1,2,4]triazolo[1,5-c]quinazolin-7-yl)ethan-1-amine, hydrochloride